C(C)(C)(C)OC(=O)N1CC2(C1)CC(C2)CC2=CC(=C(C(=O)O)C=C2)OC(F)(F)F 4-[(2-tert-Butoxycarbonyl-2-azaspiro[3.3]heptane-6-yl)methyl]-2-(trifluoromethoxy)benzoic acid